BrC(C(=O)O)C(CCCC)Br 2,3-dibromoheptanoic acid